ClC1=C(C(=NN1CC)C1=NOC(=C1)C)C(=O)NCC1CN(CCC1)CCC(C)(C)C 5-Chloro-N-((1-(3,3-dimethylbutyl)piperidin-3-yl)methyl)-1-ethyl-3-(5-methylisoxazol-3-yl)-1H-pyrazole-4-carboxamide